(3'-methoxy-[1,1'-biphenyl]-4-yl)hydrazine COC=1C=C(C=CC1)C1=CC=C(C=C1)NN